bis(5-diethylcarbamoyloxy-2,4-dimethylphenyl) disulfide C(C)N(C(=O)OC=1C(=CC(=C(C1)SSC1=C(C=C(C(=C1)OC(N(CC)CC)=O)C)C)C)C)CC